C12OCC(C1)(C2)C=2N=C1N(C=C(C(=C1)OC(C)C)C(=O)O)C2 2-(2-oxabicyclo[2.1.1]hex-4-yl)-7-isopropoxylimidazo[1,2-a]pyridine-6-carboxylic acid